2-[6-[(2S,6R)-2-(hydroxymethyl)-6-methyl-morpholin-4-yl]pyridazin-3-yl]-3-methyl-5-(trifluoromethyl)phenol OC[C@@H]1CN(C[C@H](O1)C)C1=CC=C(N=N1)C1=C(C=C(C=C1C)C(F)(F)F)O